3-(3-methylpyridin-2-yl)-1,2-thiazol-5-amine CC=1C(=NC=CC1)C1=NSC(=C1)N